(4-chlorophenyl)-2-(1-methyl-1H-pyrazol-3-yl)-3-oxo-2,3-dihydropyridazine-4-carboxylic acid ClC1=CC=C(C=C1)C1=C(C(N(N=C1)C1=NN(C=C1)C)=O)C(=O)O